COC(=O)C1=CC[C@@H](C1)NC(=O)C1(CC(=NO1)C1=CC(=CC(=C1)F)F)C.CC1(CC(CC(C1)(CN=C=O)C)N=C=O)C 3,3,5-trimethyl-5-isocyanatomethyl-1-isocyanatocyclohexane methyl-(4S)-4-[[[3-(3,5-difluorophenyl)-5-methyl-4H-1,2-oxazol-5-yl]carbonyl]amino]cyclopentene-1-carboxylate